3-(bromomethyl)-4-ethoxybenzo[b]thiophene-2-carboxylic acid ethyl ester C(C)OC(=O)C1=C(C2=C(S1)C=CC=C2OCC)CBr